1-glycidoxynaphthalene C(C1CO1)OC1=CC=CC2=CC=CC=C12